3-bromo-6-(difluoromethyl)-2-fluoro-N-(2-fluoro-3-(4-fluorophenyl)-3-hydroxybutyl-4,4,4-d3)benzamide BrC=1C(=C(C(=O)NCC(C(C([2H])([2H])[2H])(O)C2=CC=C(C=C2)F)F)C(=CC1)C(F)F)F